6-[2-chloro-4-(trifluoro-methoxy)phenyl]-1-fluoro-5-[4-[(3S)-1-(3-fluoropropyl)pyrrolidin-3-yl]oxyphenyl]-8,9-dihydro-7H-benzo[7]annulen-2-ol ClC1=C(C=CC(=C1)OC(F)(F)F)C1=C(C2=C(CCC1)C(=C(C=C2)O)F)C2=CC=C(C=C2)O[C@@H]2CN(CC2)CCCF